BrCC1=CC(=C(C=C1)NC(=O)[C@H](C)NC(=O)[C@H](C(C)C)NC(CCCCCN1C(C=CC1=O)=O)=O)F N-[(1S)-1-{[(1S)-1-{[4-(bromomethyl)-2-fluorophenyl]carbamoyl}ethyl]carbamoyl}-2-methylpropyl]-6-(2,5-dioxo-2,5-dihydro-1H-pyrrol-1-yl)hexanamide